1-[3-chloro-5-(trifluoromethyl)-2-pyridinyl]piperazine hydrochloride Cl.ClC=1C(=NC=C(C1)C(F)(F)F)N1CCNCC1